C(C1=CC=CC=C1)OC1=C(N=CC(=N1)NC1=NNC(=C1)C(C)C)CC 6-(benzyloxy)-5-ethyl-N-(5-isopropyl-1H-pyrazol-3-yl)pyrazin-2-amine